CN1N=CC(=C1)C1=CC2=C(O[C@@H](CN2)[C@H](NCCC2=NC=NC=C2)C2=CC=CC=C2)N=C1 N-((R)-((S)-7-(1-methyl-1H-pyrazol-4-yl)-2,3-dihydro-1H-pyrido[2,3-b][1,4]oxazin-3-yl)(phenyl)methyl)-2-(pyrimidin-4-yl)ethanamine